4-((4-((2R,6R)-4-ethyl-6-methyl-5-oxomorpholin-2-yl)piperidin-1-yl)methyl)benzonitrile C(C)N1C[C@H](O[C@@H](C1=O)C)C1CCN(CC1)CC1=CC=C(C#N)C=C1